O1C(=NC2=C1C=CC=C2)C2=CC=C(C1=CC=CC=C21)C=2OC1=C(N2)C=CC=C1 1,4-bis(benzoxazol-2-yl)naphthalene